tert-butyl N-benzyl-N-(3-methyl-6-morpholinoimidazo[1,2-b]pyridazin-8-yl)glycinate C(C1=CC=CC=C1)N(CC(=O)OC(C)(C)C)C=1C=2N(N=C(C1)N1CCOCC1)C(=CN2)C